6-(4-cyclopropyl-1H-imidazol-1-yl)-7-fluoro-3-(6-(4-isopropyl-4H-1,2,4-triazol-3-yl)pyridin-2-yl)quinazolin-4(3H)-one C1(CC1)C=1N=CN(C1)C=1C=C2C(N(C=NC2=CC1F)C1=NC(=CC=C1)C1=NN=CN1C(C)C)=O